COC1=C2C(NC(C2=CC=C1)=O)=O 4-methoxy-isoindoline-1,3-dione